N(=[N+]=[N-])[C@@H]1[C@H](C[C@H](C1)NC1=CC(=NC=C1[N+](=O)[O-])Cl)O (1S,2S,4S)-2-Azido-4-((2-chloro-5-nitropyridin-4-yl)amino)cyclopentan-1-ol